(+)-Methyl D-lactate C[C@H](C(=O)OC)O